18-chloro-3-octadecenyloxymethyl ether ClCCCCCCCCCCCCCCC=CCCOCOCOCCC=CCCCCCCCCCCCCCCCl